cis-1-bis(diphenylphosphino)amino-4-n-butylcyclohexane C1(=CC=CC=C1)P(C1=CC=CC=C1)N([C@@H]1CC[C@@H](CC1)CCCC)P(C1=CC=CC=C1)C1=CC=CC=C1